Benzyl (2S)-2-(cyanomethyl)-4-[2-[[(2S)-1-methylpyrrolidin-2-yl]methoxy]-7-(1-naphthyl)-6,8-dihydro-5H-pyrido[3,4-d]pyrimidin-4-yl]piperazine-1-carboxylate C(#N)C[C@@H]1N(CCN(C1)C=1C2=C(N=C(N1)OC[C@H]1N(CCC1)C)CN(CC2)C2=CC=CC1=CC=CC=C21)C(=O)OCC2=CC=CC=C2